N-[(3-chloro-4-methyl-phenyl)methyl]-1-methyl-6-methylsulfonyl-pyrazolo[3,4-d]Pyrimidin-4-amine ClC=1C=C(C=CC1C)CNC1=C2C(=NC(=N1)S(=O)(=O)C)N(N=C2)C